CN1CCN(CC1)C(=O)O[C@H]1/C=C/[C@@H]([C@H](OC(C[C@@H](CC[C@@H]1C)O)=O)/C(=C/C1=CC(=CC=C1)S(=O)(=O)N1CCC1)/C)C [(2S,3S,4E,6R,7S,10R)-2-[(E)-1-[3-(azetidin-1-ylsulfonyl)phenyl]prop-1-en-2-yl]-10-hydroxy-3,7-dimethyl-12-oxo-1-oxacyclododec-4-en-6-yl] 4-methylpiperazine-1-carboxylate